1-(3-hydroxypyridin-2-yl)ethanone OC=1C(=NC=CC1)C(C)=O